N,N-bis(pyridin-2-yl-methyl)-bis(pyridin-2-yl)methylamine N1=C(C=CC=C1)CN(CC1=NC=CC=C1)C(C1=NC=CC=C1)C1=NC=CC=C1